C(#N)C1=CC=C(CN2C3=C(OCC2=O)C=CC(=C3)C(=O)NO)C=C1 4-(4-cyanobenzyl)-N-hydroxy-3-oxo-3,4-dihydro-2H-benzo[b][1,4]oxazine-6-carboxamide